C(C1=CC=CC=C1)OC(=O)N1CCC(=C[C@H]1C1=CC=C(C=C1)C(=O)OC)C=1N=NN(C1)C (S)-6-(4-(methoxycarbonyl)phenyl)-4-(1-methyl-1H-1,2,3-triazol-4-yl)-3,6-dihydropyridine-1(2H)-carboxylic acid benzyl ester